(R,S)-N-(1-oxo-1-(4-(3-(trifluoromethyl)phenyl)piperazin-1-yl)propan-2-yl)acetamide-d3 O=C([C@@H](C)NC(C([2H])([2H])[2H])=O)N1CCN(CC1)C1=CC(=CC=C1)C(F)(F)F